2-allyl-1-methyl-6-nitro-1,2-dihydro-3H-indazol-3-one C(C=C)N1N(C2=CC(=CC=C2C1=O)[N+](=O)[O-])C